N-(3-((6-((3-acetamido-4-((4-methyl-5-nitrothiazol-2-yl)carbamoyl)phenyl)amino)hexyl)amino)propoxy)-3,4-difluoro-2-((2-fluoro-4-iodophenyl)amino)benzamide C(C)(=O)NC=1C=C(C=CC1C(NC=1SC(=C(N1)C)[N+](=O)[O-])=O)NCCCCCCNCCCONC(C1=C(C(=C(C=C1)F)F)NC1=C(C=C(C=C1)I)F)=O